ClC(CC)C1=NN(C=N1)CC(O)CCCC(C)(Cl)Cl (1-chloropropyl)-α-[2-(2,2-dichloropropyl)ethyl]-1H-1,2,4-triazole-1-ethanol